C1=CC=CC=2C3=CC=CC=C3C(C12)COC(=O)N[C@@H](CC(=O)O)C(=O)N1COCC1 (3S)-3-(9H-fluoren-9-ylmethoxycarbonylamino)-4-(1,3-oxazolidin-3-yl)-4-oxobutanoic acid